BrC1=CC(=CC(=N1)NC1C2CC3CC(CC1C3)C2)CN2C[C@@H](O[C@@H](C2)C)C 4-((6-bromo-4-(((2S,6R)-2,6-dimethylmorpholino)methyl)pyridin-2-yl)amino)adamantane